FC1=CC=CC=2C3=C(N(C12)CC1=CC=C(CP(O)(O)=O)C=C1)C=CC=N3 (4-((6-fluoro-5H-pyrido[3,2-b]indol-5-yl)methyl)benzyl)phosphonic acid